NC=1C=C(C=C(C1)Cl)CNC(OC(C)(C)C)=O tert-butyl N-[(3-amino-5-chloro-phenyl) methyl]carbamate